NC=1C=C(C(=O)C2=CC(=CC=C2)N)C=CC1 3,3'-diamino-benzophenone